tert-butyl 4-(2-((3-(2,6-dioxopiperidin-3-yl)-1-methyl-1H-indazol-7-yl)oxy)acetyl)piperazine-1-carboxylate O=C1NC(CCC1C1=NN(C2=C(C=CC=C12)OCC(=O)N1CCN(CC1)C(=O)OC(C)(C)C)C)=O